FC1(CC(CNC1)C=1C=CC(=NC1)OC)F 5-(5,5-difluoropiperidin-3-yl)-2-methoxypyridine